5-(8-(3-(bicyclo[1.1.1]pentan-1-yl)azetidin-1-yl)imidazo[1,2-b]pyridazin-6-yl)pyrimidine-2,4(1H,3H)-dione C12(CC(C1)C2)C2CN(C2)C=2C=1N(N=C(C2)C=2C(NC(NC2)=O)=O)C=CN1